3-((2R,4S,5R)-5-((bis(4-methoxyphenyl)(phenyl)methoxy)methyl)-4-hydroxytetrahydrofuran-2-yl)-5-ethynylpyrimidine-2,4(1H,3H)-dione COC1=CC=C(C=C1)C(OC[C@@H]1[C@H](C[C@@H](O1)N1C(NC=C(C1=O)C#C)=O)O)(C1=CC=CC=C1)C1=CC=C(C=C1)OC